ClC1=C(C[C@H]2[C@@H](OC(O2)(C)C)CO)C=CC=C1 ((4S,5S)-5-(2-chlorobenzyl)-2,2-dimethyl-1,3-dioxolan-4-yl)methanol